methyl 3-[[1-(1-cyano-1-methylethyl)-3-methyl-pyrazol-4-yl]amino]-5-(methylamino)-6-(3-methylimidazo[4,5-c]pyridin-7-yl)pyrazine-2-carboxylate C(#N)C(C)(C)N1N=C(C(=C1)NC=1C(=NC(=C(N1)NC)C=1C2=C(C=NC1)N(C=N2)C)C(=O)OC)C